C(#N)C1=C(OC=2C=C3C=CN(C3=CC2)C(=O)OC(C)(C)C)C=CC=C1 5-(2-cyanophenoxy)-1-tert-butoxycarbonyl-1H-indole